ClC=1C(=C(C=CC1)C(NC1CC1)C1CCC1)F N-((3-chloro-2-fluorophenyl)(cyclobutyl)methyl)cyclopropanamine